(1S,2S)-2-(3-chlorophenyl)-N-(4-(((6-cyclopropyl-8-(4-(oxetan-3-yl)piperazin-1-yl)imidazo[1,2-a]pyridin-2-yl)methyl)amino)pyridin-2-yl)cyclopropane-1-carboxamide ClC=1C=C(C=CC1)[C@@H]1[C@H](C1)C(=O)NC1=NC=CC(=C1)NCC=1N=C2N(C=C(C=C2N2CCN(CC2)C2COC2)C2CC2)C1